(R)-N-(2-(1-(4-(5-chloro-4-((2,4-difluorophenyl)methoxy-d2)-2-methyl-6-pyrimidinone-1(6H)-yl)-5-methylpyridin-2-yl)-4-fluoro-1H-pyrazol-3-yl)propan-2-yl)acetamide ClC1=C(N=C(N(C1=O)C1=CC(=NC=C1C)N1N=C(C(=C1)F)C(C)(C)NC(C)=O)C)OC([2H])([2H])C1=C(C=C(C=C1)F)F